5,11-dihydro-6H-pyrido[2,3-b][1,4]benzodiazepine N1=CC=CC2=C1NC1=C(CN2)C=CC=C1